2-Morpholino-6-(picolinamidomethyl)pyrimidin-4-yl trifluoromethanesulfonate FC(S(=O)(=O)OC1=NC(=NC(=C1)CNC(C1=NC=CC=C1)=O)N1CCOCC1)(F)F